CC(CCOCCCNCCCN1CCOCC1)(C)C N-(3-(3,3-dimethylbut-1-yloxy)propyl)-3-morpholinopropan-1-amine